2,2-diethyl-piperazine dihydrochloride Cl.Cl.C(C)C1(NCCNC1)CC